N-(((R)-tetrahydrofuran-2-yl)methyl)benzamide benzyl-(S)-3-(3-(4-((5-bromo-3-fluoropyridin-2-yl)oxy)phenyl)-1,2,4-oxadiazol-5-yl)-2-((tert-butoxycarbonyl)amino)propanoate C(C1=CC=CC=C1)OC([C@H](CC1=NC(=NO1)C1=CC=C(C=C1)OC1=NC=C(C=C1F)Br)NC(=O)OC(C)(C)C)=O.O1[C@H](CCC1)CNC(C1=CC=CC=C1)=O